N1C(=NC=C1)CN1C2(CC(C2)C2CCC2)C(N(C1=O)C1=CN=CC2=CC=CC=C12)=O 5-((1H-imidazol-2-yl)methyl)-2-cyclobutyl-7-(isoquinolin-4-yl)-5,7-diazaspiro[3.4]octane-6,8-dione